5-(3-methyl-1,2,3,4-tetrahydropyridin-6-yl)-1H-pyrazolo[3,4-b]pyridine CC1CNC(=CC1)C=1C=C2C(=NC1)NN=C2